[W](=S)=S.[Ni] nickel-tungsten-disulfide